N-(2-(methylthio)pyridin-4-yl)-4-(Trifluoromethyl)benzamide CSC1=NC=CC(=C1)NC(C1=CC=C(C=C1)C(F)(F)F)=O